FC(OC[C@H](OC1=NC(=NC=C1C(F)(F)F)SC)C)F 4-[(1R)-2-(difluoromethoxy)-1-methyl-ethoxy]-2-methylsulfanyl-5-(trifluoromethyl)pyrimidine